((2-(trimethylsilyl)ethoxy)methyl)-1H-pyrazolo[3,4-b]pyridine C[Si](CCOCN1N=CC=2C1=NC=CC2)(C)C